C(C1=CC=CC=C1)C1(CC2(CN(C2)C(=O)C2CC(C2)(C)O)C1)OC (6-Benzyl-6-methoxy-2-azaspiro[3.3]heptan-2-yl)((1s,3s)-3-hydroxy-3-methylcyclobutyl)methanone